[Si]=O.[Zr].[Al].[Zn] zinc aluminum zirconium silicon oxide